(3S)-1-[3-[6-[(3S)-3-(trifluoromethyl)pyrrolidin-1-yl]-3-pyridinyl]azetidine-1-carbonyl]pyrrolidine-3-carboxamide FC([C@@H]1CN(CC1)C1=CC=C(C=N1)C1CN(C1)C(=O)N1C[C@H](CC1)C(=O)N)(F)F